3-((7-bromo-2-ethyl-1,1-dioxo-3-oxo-2,3-dihydrobenzo[d]isothiazol-6-yl)oxy)-5-fluorobenzonitrile BrC1=C(C=CC=2C(N(S(C21)(=O)=O)CC)=O)OC=2C=C(C#N)C=C(C2)F